C(=O)(O)CCOP(OCCC(=O)O)(=O)CCC(=O)O tri(2-carboxyethyl)phosphonic acid